(4Z)-4-(1,3-Benzothiazol-6-ylmethylene)-2-[(3-fluoro-1-adamantyl)amino]-1H-imidazol-5-one S1C=NC2=C1C=C(C=C2)\C=C\2/N=C(NC2=O)NC21CC3(CC(CC(C2)C3)C1)F